COC1=CC=C(C=C1)C1=CC=C(C=C1)CO [4-(4-methoxyphenyl)phenyl]methanol